(8aR,12aS)-11-(2-methoxyphenylethyl)-4-methyl-4,5,6,7,8a,9,10,11,12,12a-decahydro-[1,4]diazepino[3,2,1-hi]pyrido[4,3-b]indole COC1=C(C=CC=C1)CCN1C[C@H]2[C@H](N3C4=C(C=CC=C24)N(CCC3)C)CC1